2-(4-(7H-pyrrolo[2,3-d]pyrimidin-4-yl)-3,4-dihydro-2H-1,4-thiazin-6-yl)-1,3,4-oxadiazole N1=CN=C(C2=C1NC=C2)N2CCSC(=C2)C=2OC=NN2